C(C1=CC=CC=C1)OC(=O)N1CC(CCC1)(C(=O)O)C#C 1-((benzyloxy)carbonyl)-3-acetylenyl-piperidine-3-carboxylic acid